CS(=O)(=O)OCCC(=O)O 3-methylsulfonyloxypropionic acid